2-(2,6-dioxopiperidin-3-yl)-4-(4-(((3aS,6aR)-5-(4-fluorophenyl)-3,3a,6,6a-tetrahydrocyclopenta[c]pyrrol-2(1H)-yl)methyl)benzylamino)isoindoline-1,3-dione O=C1NC(CCC1N1C(C2=CC=CC(=C2C1=O)NCC1=CC=C(C=C1)CN1C[C@H]2[C@@H](C1)C=C(C2)C2=CC=C(C=C2)F)=O)=O